3-(7-bromo-4-(dimethylamino)-1-oxoisoindolin-2-yl)piperidine-2,6-dione BrC=1C=CC(=C2CN(C(C12)=O)C1C(NC(CC1)=O)=O)N(C)C